(1S,2S)-2-(3-chlorophenyl)-N-(6-(((6-cyclopropyl-8-(2-oxo-1,2-dihydropyridin-3-yl)imidazo[1,2-a]pyridin-2-yl)methyl)amino)pyrimidin-4-yl)cyclopropane-1-carboxamide ClC=1C=C(C=CC1)[C@@H]1[C@H](C1)C(=O)NC1=NC=NC(=C1)NCC=1N=C2N(C=C(C=C2C=2C(NC=CC2)=O)C2CC2)C1